N6-crotonyllysine C(\C=C\C)(=O)NCCCC[C@H](N)C(=O)O